N-(3-azidopropyl)methacrylamide N(=[N+]=[N-])CCCNC(C(=C)C)=O